FC(C=1C=C(CN2C=C(C=3C2=NC=CC3)/C=C(/C(=O)N)\C#N)C=C(C1)C(F)(F)F)(F)F (E)-3-(1-(3,5-bis(trifluoromethyl)benzyl)-1H-pyrrolo[2,3-b]pyridin-3-yl)-2-cyanoacrylamide